O.O.CN(C([C@H](C)N1CCOCC1)=O)C1=CC2=C(NC(=N2)C2=NNC=3C[C@@]4([C@H](CC23)C4)C)C=C1C (S)-N-methyl-N-(6-methyl-2-((4aS,5aR)-5a-methyl-1,4,4a,5,5a,6-hexahydrocyclopropa[f]indazol-3-yl)-1H-benzo[d]imidazol-5-yl)-2-morpholinopropanamide, dihydrate